CC1=NOC(=C1NC(=O)O[C@H](C)C1=CC=CC=C1)C1CCN(CC1)C1=CC=C(C=C1)C1(CC1)C(=O)NS(=O)(=O)CC1(CC1)C(=O)OC methyl 1-[({[1-(4-[4-[3-methyl-4-({[(1R)-1-phenylethoxy]carbonyl} amino)-1,2-oxazol-5-yl]piperidin-1-yl]phenyl)cyclopropyl]formamido}sulfonyl)methyl]cyclopropane-1-carboxylate